FC=1C=CC(=CC1)C1=C(C=NN1C)I 5-fluoro-2-(4-iodo-1-methyl-1H-pyrazol-5-yl)benzene